N-[4-methoxy-3-[(1-ethylpyrrolidin-3-yl)methoxy]phenyl]-2-oxocyclopentane-1-carboxamide hydrochloride salt Cl.COC1=C(C=C(C=C1)NC(=O)C1C(CCC1)=O)OCC1CN(CC1)CC